vinylphenyl-N,N,N-trimethyl-ammonium hydroxide [OH-].C(=C)C1=C(C=CC=C1)[N+](C)(C)C